(2S,6R)-N-(2,4-difluorobenzyl)-9-hydroxy-8,10-dioxo-3,4,5,6,8,10,14,14a-octahydro-2H-2,6-methanopyrido[1',2':4,5]pyrazino[2,1-b][1,3]oxazocine-11-carboxamide FC1=C(CNC(=O)C=2C(C(=C3N(CC4O[C@H]5CCC[C@@H](N4C3=O)C5)C2)O)=O)C=CC(=C1)F